4-{[3-(3,5-dimethylisoxazol-4-yl)-5-hydroxyphenyl](hydroxy)methyl}benzoic acid CC1=NOC(=C1C=1C=C(C=C(C1)O)C(C1=CC=C(C(=O)O)C=C1)O)C